Cl.FC1=C(C=C(CN[C@@H](CO)C(=O)O)C=C1)C=1OC(=NN1)C=1C(=C(C=CC1)C1=CC=CC=C1)C (4-fluoro-3-(5-(2-methyl-[1,1'-biphenyl]-3-yl)-1,3,4-oxadiazol-2-yl)benzyl)-L-serine hydrochloride